C(CCCC)OCCCCCNNC(=O)C1=CC=C(CC=2OC=CC2C(=O)N)C=C1 (4-(2-(5-(pentyloxy)pentyl)hydrazine-1-carbonyl)benzyl)furan-3-carboxamide